2-((1R,2S)-2-amino-1-fluorocyclohexyl)-5-chloro-N-(furan-2-ylmethyl)-3-methylthieno[3,2-b]pyridin-7-amine N[C@@H]1[C@@](CCCC1)(F)C1=C(C2=NC(=CC(=C2S1)NCC=1OC=CC1)Cl)C